[8-(1-octylnonoxy)-8-oxo-octyl] (2S)-4-[3-(dimethylamino) propanoyloxy]-1-[6-(1-octylnonoxy)-6-oxo-hexyl]pyrrolidine-2-carboxylate CN(CCC(=O)OC1C[C@H](N(C1)CCCCCC(=O)OC(CCCCCCCC)CCCCCCCC)C(=O)OCCCCCCCC(=O)OC(CCCCCCCC)CCCCCCCC)C